NC=1C=C(C=NC1)C(COCC)NC(OC(C)(C)C)=O tert-butyl (1-(5-aminopyridin-3-yl)-2-ethoxyethyl)carbamate